OCCNC1=C(C=C(C=C1)S(=O)(=O)O)[N+](=O)[O-] 4-β-hydroxyethylamino-3-nitrobenzenesulfonic acid